C(C1=CC=CC=C1)SC1=CC2=C(OCCN2C2CC2)N=C1 7-(benzylthio)-1-cyclopropyl-2,3-dihydro-1H-pyrido[2,3-b][1,4]oxazine